ClC=1C=C(C#N)C=C(C1)[C@@H](CO)CN1[C@@H](C[C@@H](C1)COC1=CC=C(C=C1)S(=O)(=O)C)C 3-chloro-5-[(2R)-1-hydroxy-3-[(2R,4S)-4-[(4-methanesulfonylphenoxy)methyl]-2-methylpyrrolidin-1-yl]propan-2-yl]benzonitrile